N1(CCC1)C1=NC(=NC(=C1)CCCCCCCCCCCCCCCC)OC1CCC1 Azetidin-1-yl-2-cyclobutanoxy-6-hexadecylpyrimidine